CC1=NC2=C(N1)C=C(C=C2)OC2=CC=C1N=CC(=NC1=C2N2CCOCC2)C=2C=NN(C2)CC2(CC2)O 1-[(4-(7-[(2-methyl-1H-1,3-benzodiazol-6-yl)oxy]-8-(morpholin-4-yl)quinoxalin-2-yl)-1H-pyrazol-1-yl)methyl]cyclopropan-1-ol